N-(1,3-benzodioxol-4-ylmethyl)-1-(2-pyrrol-1-yl-4-pyridyl)methanamine O1COC2=C1C=CC=C2CNCC2=CC(=NC=C2)N2C=CC=C2